CC(CC1=C(C=CC=C1)O)=C 2-(2-methyl-2-propenyl)phenol